{4-[2-(4-fluoro-phenyl)-ethyl]-piperazin-1-yl}-methanone FC1=CC=C(C=C1)CCN1CCN(CC1)C=O